C(/C)=C\1/CN(CCOC1)C=1C2=C(N=C(N1)OC[C@]13CCCN3C[C@@H](C1)F)C(=C(N=C2)C2=CC(=CC1=CC=C(C(=C21)C#C)F)O)F 4-(4-((E)-6-ethylidene-1,4-oxazepan-4-yl)-8-fluoro-2-(((2R,7aS)-2-fluorotetrahydro-1H-pyrrolizin-7a(5H)-yl)methoxy)pyrido[4,3-d]pyrimidin-7-yl)-5-ethynyl-6-fluoro-naphthalen-2-ol